C(#N)C=1C=NN2C1C(=CC(=C2)C=2C=NN(C2)C)/C=C/C2=CC=C(C=N2)NC(C=C)=O (E)-N-(6-(2-(3-cyano-6-(1-methyl-1H-pyrazol-4-yl)pyrazolo[1,5-a]pyridin-4-yl)vinyl)pyridin-3-yl)acrylamide